C(C=1C(CO)=CN=C(C)C1O)N(CCN)CC=1C(CO)=CN=C(C)C1O.[Mn+2] manganese (II) N,N-dipyridoxyl-ethylenediamine